tert-butyl (Z)-11-(3'-dimethylaminopropylidene)-6,11-dihydrodibenzo[b,e]oxepin-2-acetate CN(CC\C=C\1/C2=C(OCC3=C1C=CC=C3)C=CC(=C2)CC(=O)OC(C)(C)C)C